OC(CC(=O)[O-])CC(C=C)O 3,5-dihydroxy-6-heptenoate